N-(1-(5-fluoropyrimidin-2-yl)ethyl)-3-(5-isopropoxy-1H-pyrazol-3-yl)-3H-imidazo[4,5-b]pyridin-5-amine FC=1C=NC(=NC1)C(C)NC1=CC=C2C(=N1)N(C=N2)C2=NNC(=C2)OC(C)C